5-(6-amino-9H-purin-9-yl)-4-hydroxytetrahydrofuran-3-yl 4-((2-(tert-butyldisulfanyl)ethyl)amino)butanoate C(C)(C)(C)SSCCNCCCC(=O)OC1COC(C1O)N1C2=NC=NC(=C2N=C1)N